C(C)OC(=O)C=1N=C(OC1NC(=O)OC)C 5-Methoxycarbonylamino-2-methyl-oxazole-4-carboxylic acid ethyl ester